dipalmitoyl-methylhydroxyethylammonium benzyl-4-(2-(methylcarbamoyl)-1H-indol-4-yl)piperazine-1-carboxylate C(C1=CC=CC=C1)OC(=O)N1CCN(CC1)C1=C2C=C(NC2=CC=C1)C(NC)=O.C(CCCCCCCCCCCCCCC)(=O)[N+](CCO)(C)C(CCCCCCCCCCCCCCC)=O